C=1N=CN2C1C1=CC=CC=C1[C@@H]2[C@H]2[C@H](CC2(C)C)O (1S,2S)-2-((S)-5H-imidazo[5,1-a]isoindol-5-yl)-3,3-dimethylcyclobutan-1-ol